NCCCCC1CCC(CC1)NC1=CC=C(C=C1)C(C)(C)C N-(4-(4-aminobutyl)cyclohexyl)-4-(tert-butyl)aniline